tert-butyl (2-chloro-3-fluoro-4-(4-((1-methyl-1H-pyrazol-3-yl)amino)-1,3,5-triazin-2-yl)benzyl)carbamate ClC1=C(CNC(OC(C)(C)C)=O)C=CC(=C1F)C1=NC=NC(=N1)NC1=NN(C=C1)C